3,4-dimethyl-9H-thioxanthon CC=1C=CC=2C(C3=CC=CC=C3SC2C1C)=O